7-Cyclopropyl-4-(pyridin-4-ylamino)-1-(o-tolyl)quinazolin-2(1H)-one C1(CC1)C1=CC=C2C(=NC(N(C2=C1)C1=C(C=CC=C1)C)=O)NC1=CC=NC=C1